(4aR,8aS)-6-[6-[[5-(trifluoromethyl)-3-pyridyl]methyl]-2-azaspiro[3.3]heptane-2-carbonyl]-4,4a,5,7,8,8a-hexahydropyrido[4,3-b][1,4]oxazin-3-one FC(C=1C=C(C=NC1)CC1CC2(CN(C2)C(=O)N2C[C@@H]3[C@@H](OCC(N3)=O)CC2)C1)(F)F